5-chloro-7-(4-((6-methoxypyridin-3-yl)oxy)piperidin-1-yl)-6-methylimidazo[1,2-a]pyrimidine ClC1=C(C(=NC=2N1C=CN2)N2CCC(CC2)OC=2C=NC(=CC2)OC)C